O1C(OCC1)C=C 2-(1,3-dioxolan-2-yl)ethylene